NC1=C(C(=NN1C1=NN(C=C1)C)C(F)(F)F)C1=CC(CCC1)=O 3-[5-amino-1-(1-methylpyrazol-3-yl)-3-(trifluoromethyl)pyrazol-4-yl]cyclohex-2-en-1-one